2-(4-chlorophenyl)-N-{3-[2-(3,4-dichlorophenoxy)acetylamino]-bicyclo[1.1.1]Pentane-1-yl}-N2-Methylglycinamide ClC1=CC=C(C=C1)C(NC)C(=O)NC12CC(C1)(C2)NC(COC2=CC(=C(C=C2)Cl)Cl)=O